ClC=1C=C(C=C(C1)C1CC1)NC(C1=CC(=NC=C1C)N1S(CCC1)(=O)=O)=O N-(3-chloro-5-cyclopropylphenyl)-2-(1,1-dioxidoisothiazolidin-2-yl)-5-methylisonicotinamide